3-(2-aminopropane-2-yl)benzonitrile hydrochloride Cl.NC(C)(C)C=1C=C(C#N)C=CC1